CC1=CC=CC=C1N=C=O The molecule is an isocyanate comprising a benzene core with isocyanato- and methyl substituents ortho to each other. It has a role as a hapten. It is a member of isocyanates and a member of toluenes.